C(#N)C=1C=C(C=CC1)C=1N=C(SC1C1=CC(=NC(=C1)C)C)NC(=O)N1CC2(COC2)C1 N-[4-(3-Cyanophenyl)-5-(2,6-dimethyl-4-pyridyl)thiazol-2-yl]-2-oxa-6-azaspiro[3.3]heptan-6-carboxamid